C(C)(C)[C@H]1C(N/C(/O1)=C\C(CCCC(=O)OC)=O)=O methyl (S,E)-6-(5-isopropyl-4-oxooxazolidin-2-ylidene)-5-oxohexanoate